[(2R,3S,5R)-2-ethyl-5-(5-fluoro-4-hydroxy-2-oxo-pyrimidin-1-yl)-3-(4-methylbenzoyl)oxy-tetrahydrofuran-2-yl]methyl 4-methylbenzoate CC1=CC=C(C(=O)OC[C@]2(O[C@H](C[C@@H]2OC(C2=CC=C(C=C2)C)=O)N2C(N=C(C(=C2)F)O)=O)CC)C=C1